n-Hexaoctacontane CCCCCCCCCCCCCCCCCCCCCCCCCCCCCCCCCCCCCCCCCCCCCCCCCCCCCCCCCCCCCCCCCCCCCCCCCCCCCCCCCCCCCC